ClC=1C=C2C(=NC=NC2=CC1C1=C(C=CC(=N1)N)C)N1CCNCC1 6-[6-chloro-4-(piperazin-1-yl)quinazolin-7-yl]-5-methylpyridin-2-amine